NCC1=C(C=CC=C1)N1N=C(C=C1)CO (1-(2-(Aminomethyl)phenyl)1H-pyrazol-3-yl)methanol